(1-(2,4-dimethyl-5-(5-(oxetan-3-ylmethyl)-4H-1,2,4-triazol-3-yl)benzoyl)piperidin-4-yl)benzonitrile CC1=C(C(=O)N2CCC(CC2)C2=C(C#N)C=CC=C2)C=C(C(=C1)C)C1=NN=C(N1)CC1COC1